rac-N-(4-(8-(sec-Butyl)-2-(methylthio)-7-oxo-7,8-dihydropyrido[2,3-d]pyrimidin-6-yl)-2-fluorophenyl)-1-(2-fluorophenyl)methanesulfonamide [C@@H](C)(CC)N1C(C(=CC2=C1N=C(N=C2)SC)C2=CC(=C(C=C2)NS(=O)(=O)CC2=C(C=CC=C2)F)F)=O |r|